fluoro-hydroxyaminosilane F[SiH2]NO